FC(CC(C(=O)OC)C1=CC=NC=C1)F methyl 4,4-difluoro-2-(4-pyridyl)butanoate